1-(4-(4-((3-chloro-4-((3-fluorobenzyl)oxy)phenyl)amino)-7H-pyrrolo[2,3-d]pyrimidin-5-yl)piperidin-1-yl)prop-2-en-1-one ClC=1C=C(C=CC1OCC1=CC(=CC=C1)F)NC=1C2=C(N=CN1)NC=C2C2CCN(CC2)C(C=C)=O